N(=O)NC(=O)N nitrosylurea